3-methyl-3-buten-2-one CC(C(C)=O)=C